1-(4-fluorophenyl)cyclopropan-1-ol FC1=CC=C(C=C1)C1(CC1)O